NC(C)C(NC(C(N(C(CC(NCC(N(C(C(CC(=O)O)CC1=CC=CC=C1)=O)C)CCCCNS(=O)(=O)C1=C(C=CC=C1)[N+](=O)[O-])=O)CC1=CC=C(C=C1)Cl)C)=O)COC)=O 2-amino-16-benzyl-8-(4-chlorobenzyl)-5-(methoxymethyl)-7,14-dimethyl-13-(4-((2-nitrophenyl)sulfonamido)butyl)-3,6,10,15-tetraoxo-4,7,11,14-tetraazaoctadecan-18-oic acid